ethyl rac-2-((5-chloro-4-(1-(2-chlorobenzyl)-4-oxo-1,4-dihydro-5H-pyrazolo[4,3-c]pyridin-5-yl)pyridin-2-yl)oxy)-2-cyclopropylacetate ClC=1C(=CC(=NC1)O[C@@H](C(=O)OCC)C1CC1)N1C(C2=C(C=C1)N(N=C2)CC2=C(C=CC=C2)Cl)=O |r|